sodium 3-allyloxy-2-hydroxypropane-1-sulfonate C(C=C)OCC(CS(=O)(=O)[O-])O.[Na+]